ClC=1C=C(C(=NC1)N1C([C@@H](N(C(C1)=O)CC1=CC=C(C=C1)C(F)(F)F)C12CC(C1)(C2)C(=O)N)=O)F (S)-3-(4-(5-chloro-3-fluoropyridin-2-yl)-3,6-dioxo-1-(4-(trifluoro-methyl)benzyl)piperazin-2-yl)bicyclo[1.1.1]pentane-1-carboxamide